FC1(C[C@@H](CC1)NC(C)C1=C2C(=NC(=C1)C(=O)N)C=CN2)F 7-(1-(((R)-3,3-difluorocyclopentyl)amino)ethyl)-1H-pyrrolo[3,2-b]pyridine-5-carboxamide